FC=1C=CC(=NC1)NC1=CC2=C(C=N1)C(NN2C2=CC=C(C=C2)S(=O)(=O)C)=O 6-((5-fluoropyridin-2-yl)amino)-1-(4-(methylsulfonyl)phenyl)-1,2-dihydro-3H-pyrazolo[4,3-c]pyridin-3-one